N-(2,4-difluoro-3-(5-(naphthalen-2-yl)-1H-pyrrolo[2,3-b]pyridine-3-carbonyl)phenyl)propane-1-sulfonamide FC1=C(C=CC(=C1C(=O)C1=CNC2=NC=C(C=C21)C2=CC1=CC=CC=C1C=C2)F)NS(=O)(=O)CCC